(2R)-2-[6-(5-chloro-2-{[(2S)-1-hydroxypropan-2-yl]amino}pyrimidin-4-yl)-1-oxo-2,3-dihydro-1H-isoindol-2-yl]-N-[(1S)-1-[3-fluoro-5-trideuteromethoxyphenyl]-2-hydroxyethyl]propanamide ClC=1C(=NC(=NC1)N[C@H](CO)C)C1=CC=C2CN(C(C2=C1)=O)[C@@H](C(=O)N[C@H](CO)C1=CC(=CC(=C1)OC([2H])([2H])[2H])F)C